C=1(C(=CC(=C2C=CC=CC12)O)O)O naphthalene-1,2,4-triol